NC=1C=2N(C3=CC(=C(C=C3N1)F)C(=O)N1CC(CC1)C1=NC=C(C=C1)C(F)(F)F)C=NC2 (4-Amino-7-fluoroimidazo[1,5-a]quinoxalin-8-yl)(3-(5-(trifluoromethyl)pyridin-2-yl)pyrrolidin-1-yl)methanone